C(C)OC(=O)C1=NN(C2=CC=C(C(=C2C1=O)S(=O)(=O)C)C)C1=CC=C(C=C1)OC(F)(F)F 6-methyl-5-methylsulfonyl-4-oxo-1-[4-(trifluoromethoxy)phenyl]cinnoline-3-carboxylic acid ethyl ester